5-bromo-2-methylphenol BrC=1C=CC(=C(C1)O)C